N4-(5-chloro-4-methoxy-3-thienyl)-2,6-dimethylmorpholine-4-carboxamide ClC1=C(C(=CS1)NC(=O)N1CC(OC(C1)C)C)OC